CC1=C(C=C(C=C1)C)C(C)=O 2',5'-Dimethylacetophenon